C1=CC=CC=2C3=CC=CC=C3N(C12)C1=CC=C(C=C1)C1=CC=CC=C1 4'-(9H-carbazol-9-yl)biphenyl